2-[4-[(3S)-3-(5-Fluoro-3-pyridyl)isoxazolidine-2-carbonyl]-1-piperidyl]pyrimidine-4-carboxamide FC=1C=C(C=NC1)[C@H]1N(OCC1)C(=O)C1CCN(CC1)C1=NC=CC(=N1)C(=O)N